triethylene glycol bisphosphite P(O)(O)OCCOCCOCCOP(O)O